ethyl 6-bromo-1-[(4-fluorophenyl)methyl]-2-oxo-1,8-naphthyridine-3-carboxylate BrC=1C=C2C=C(C(N(C2=NC1)CC1=CC=C(C=C1)F)=O)C(=O)OCC